3-(5-(thiophen-2-yl)pyridin-3-yl)phenyl octylcarbamate C(CCCCCCC)NC(OC1=CC(=CC=C1)C=1C=NC=C(C1)C=1SC=CC1)=O